ClC1=CC(=CC=2N(C(=NC21)CC2=C(C=C(C(=C2)F)C2=NC(=NC=C2)OCC2=C(C=C(C=C2)C#N)F)F)[C@@H]2COCC2(C)C)C(=O)O (S)-4-chloro-2-(4-(2-((4-cyano-2-fluorobenzyl)oxy)pyrimidin-4-yl)-2,5-difluorobenzyl)-1-(4,4-dimethyltetrahydrofuran-3-yl)-1H-benzo[d]imidazole-6-carboxylic acid